BrC1=C(C=C(C=C1)CC(=O)O)C 2-(4-bromo-3-methyl-phenyl)acetic acid